C(C1=CC=CC=C1)OCCC(CCOC=1C(=CC(=C(C(=O)OC)C1)C)Br)=C methyl 5-((5-(benzyloxy)-3-methylenepentyl)oxy)-4-bromo-2-methylbenzoate